N1(CCCN(CCCNCCC1)CC=1C(=C(C=C(C1)C)C(C(=O)N)(CO)O)O)CC=1C(=C(C=C(C1)C)C(C(=O)N)(CO)O)O N'-{1,5,9-triazacyclododecane-1,5-diylbis[methylene(2-hydroxy-5-methyl-3,1-phenylene)]}bis(2,3-dihydroxypropanamide)